2-(4-(4-(2-(6-oxo-3-(pyridin-4-yl)pyridazin-1(6H)-yl)ethoxy)quinolin-7-yl)piperazine-1-carbonyl)benzofuran-7-carboxamide O=C1C=CC(=NN1CCOC1=CC=NC2=CC(=CC=C12)N1CCN(CC1)C(=O)C=1OC2=C(C1)C=CC=C2C(=O)N)C2=CC=NC=C2